OCCOCCOCCCC1=CC=CC=2N(C(N(C21)C)=O)C2C(NC(CC2)=O)=O 3-[4-[3-[2-(2-hydroxyethoxy)ethoxy]propyl]-3-methyl-2-oxo-benzimidazol-1-yl]piperidine-2,6-dione